C(#N)C1=NC2=CC(=CC(=C2N=C1N1C(CN(CC1)C1=CC(=CC=C1)C#N)C)[C@@H](C)NC1=C(C(=O)O)C=CC=C1)C 2-(((1R)-1-(2-cyano-3-(4-(3-cyanophenyl)-2-methylpiperazin-1-yl)-7-methylquinoxalin-5-yl)ethyl)amino)benzoic acid